FC1=C(C=CC(=C1)N1CC2(CCCN2)CC1)NC(=O)C=1C(=CC=2N(C1)C=C(N2)C)OC N-(2-fluoro-4-(1,7-diazaspiro[4.4]nonan-7-yl)phenyl)-7-methoxy-2-methylimidazo[1,2-a]pyridine-6-carboxamide